2,3,5-trifluoro-4-hydroxy-N-{[(1r,4r)-4-{6-[(3aR,7aS)-octahydro-5H-pyrrolo[3,4-c]pyridin-5-yl]-2H-indazol-2-yl}cyclohexyl]methyl}benzamide, hydrochloride salt Cl.FC1=C(C(=O)NCC2CCC(CC2)N2N=C3C=C(C=CC3=C2)N2C[C@@H]3[C@H](CC2)CNC3)C=C(C(=C1F)O)F